BrC=1C=CC(=C(C1)S(=O)(=O)NC=1C(=C(C(=O)N)C=C(C1)C1(CCC1)C#N)O)O 3-((5-Bromo-2-hydroxyphenyl)sulfonamido)-5-(1-cyanocyclobutyl)-2-hydroxybenzamide